(1R,2S)-1-(5-chloropyrimidin-2-yl)-N-(4-(4,6-dimethoxypyrimidin-5-yl)-5-(2,2,2-trifluoroethyl)-4H-1,2,4-triazol-3-yl)-1-methoxypropane-2-sulfonamide ClC=1C=NC(=NC1)[C@H]([C@H](C)S(=O)(=O)NC1=NN=C(N1C=1C(=NC=NC1OC)OC)CC(F)(F)F)OC